dibutyltin bis-stearate C(CCCCCCCCCCCCCCCCC)(=O)[O-].C(CCCCCCCCCCCCCCCCC)(=O)[O-].C(CCC)[Sn+2]CCCC